ClC=1C(=CC(=C(C1)C1=C(C=C(C=C1)F)F)F)C(=O)NC=1C=NC(=C(C1)Cl)N1N=CC=N1 5-chloro-N-(5-chloro-6-(2H-1,2,3-triazol-2-yl)pyridin-3-yl)-2,2',4'-trifluoro-[1,1'-biphenyl]-4-carboxamide